3-(hydroxymethyl)bicyclo(1.1.1)pentane-1-carbonitrile OCC12CC(C1)(C2)C#N